ClC=1C=C(C(=C(C(=O)O)C1)OC)C(=O)OC 5-chloro-2-methoxy-3-(methoxycarbonyl)benzoic acid